Pyridine-2-carboxylic acid (3-benzylamino-adamantan-1-yl)-amide C(C1=CC=CC=C1)NC12CC3(CC(CC(C1)C3)C2)NC(=O)C2=NC=CC=C2